NC1=CC(=NC=C1)OB(O)O (4-aminopyridin-2-yl)boric acid